ClC=1C(=NC(=NC1)NC=1C=NN(C1)C1CCNCC1)C1=CC=C(C=C1)NCC1(CC1)C#N 1-(((4-(5-Chloro-2-((1-(piperidin-4-yl)-1H-pyrazol-4-yl)amino)pyrimidin-4-yl)phenyl)amino)methyl)cyclopropanecarbonitrile